ClC1=C(C=2N=C(N=C(C2C=N1)N1C[C@H]2CC[C@@H](C1)N2C(=O)OC(C)(C)C)OCC21CCCN1CC(C2)=C)F tert-butyl (1R,5S)-3-(7-chloro-8-fluoro-2-((2-methylenetetrahydro-1H-pyrrolizin-7a(5H)-yl) methoxy) pyrido[4,3-d]pyrimidin-4-yl)-3,8-diazabicyclo[3.2.1]octane-8-carboxylate